1-(4-(4-methoxyphenyl)butyl)-1H-1,2,4-triazole COC1=CC=C(C=C1)CCCCN1N=CN=C1